7,9-diazabicyclo[3.3.1]Nonane-7-carboxylate C12CCCC(CN(C1)C(=O)[O-])N2